mono-tert-butoxyvanadium dichloride [Cl-].[Cl-].C(C)(C)(C)O[V+2]